Tert-butyl 4-((((9H-fluoren-9-yl)methoxy)carbonyl)amino)-5-((5-(tert-butoxy)-1-((6-dodecanamidohexyl)amino)-1,5-dioxopentan-2-yl)amino)-5-oxopentanoate C1=CC=CC=2C3=CC=CC=C3C(C12)COC(=O)NC(CCC(=O)OC(C)(C)C)C(=O)NC(C(=O)NCCCCCCNC(CCCCCCCCCCC)=O)CCC(=O)OC(C)(C)C